4,4,5,5-tetramethyl-2-[3-(10-phenylanthracen-9-yl)phenyl]-1,3,2-dioxaborolane CC1(OB(OC1(C)C)C1=CC(=CC=C1)C=1C2=CC=CC=C2C(=C2C=CC=CC12)C1=CC=CC=C1)C